bis(2,3-dimercaptopropoxyl) disulfide SC(COSSOCC(CS)S)CS